5-[1-hydroxy-2-(4-methoxyphenylamino)ethyl]-1,3,4-oxadiazol-2(3H)-one OC(CNC1=CC=C(C=C1)OC)C1=NNC(O1)=O